4-[5-amino-4-cyano-1-(2,2,6,6-tetramethyltetrahydropyran-4-yl)pyrazol-3-yl]pyrazole NC1=C(C(=NN1C1CC(OC(C1)(C)C)(C)C)C=1C=NNC1)C#N